ethyl-4-{2-[4-(dimethylsulfamoyl)benzenesulfonamido]phenyl}piperazine C(C)N1CCN(CC1)C1=C(C=CC=C1)NS(=O)(=O)C1=CC=C(C=C1)S(N(C)C)(=O)=O